5-Chloro-2-(3,4-dihydro-1H-2,7-naphthyridin-2-yl)oxazolo[4,5-b]pyridine ClC1=CC=C2C(=N1)N=C(O2)N2CC1=CN=CC=C1CC2